C(C)(=O)OC1[C@@H](OC(C)=O)[C@H](OC(C)=O)[C@H](OC(C)=O)[C@@H](O1)C#C 1,2,3,4-Tetra-O-acetyl-6,7-dideoxy-L-galacto-hept-6-ynopyranose